C1(CCCC1)C1=CC(=C(C=C1)NC(C1=C(C=CC(=C1)[N+](=O)[O-])SC1=NN=NN1C)=O)C N-(4-cyclopentyl-2-methylphenyl)-2-[(1-methyl-1H-1,2,3,4-tetrazol-5-yl)sulfanyl]-5-nitrobenzamide